CC1=NC(=CC(=N1)NC1=NC=C(C(=O)NOCC)C(=C1)NC1=C(C(=CC=C1)C1=NN(C=N1)C)OC)C 6-((2,6-dimethylpyrimidin-4-yl)amino)-N-ethoxy-4-((2-methoxy-3-(1-methyl-1H-1,2,4-triazol-3-yl)phenyl)amino)nicotinamide